2-(6-fluoro-7-((2S,5R)-4-(1-(4-fluoro-2-methoxyphenyl)ethyl)-2,5-dimethylpiperazin-1-yl)-3,4-dimethyl-5-oxo-4,5-dihydro-3H-imidazo[4,5-b]pyridin-2-yl)acetonitrile FC1=C(C2=C(N(C1=O)C)N(C(=N2)CC#N)C)N2[C@H](CN([C@@H](C2)C)C(C)C2=C(C=C(C=C2)F)OC)C